ClC=1C(=NN(C1)C(=O)N1CC2CN(CC2C1)CC1=C(C=C(C=C1)C1=CN=C2N1C=CC=C2)C(F)(F)F)C(=O)OC(C)(C)C tert-butyl 4-chloro-1-(5-(4-(imidazo[1,2-a]pyridin-3-yl)-2-(trifluoromethyl) benzyl) octahydropyrrolo[3,4-c]pyrrole-2-carbonyl)-1H-pyrazole-3-carboxylate